3-(10-(Benzyloxy)-2-methyl-4-oxo-5,6-dihydro-2H-2,6-methanobenzo[g]-[1,3,5]oxadiazocin-3(4H)-yl)-N-(2,3-dihydro-1H-inden-2-yl)benzamid C(C1=CC=CC=C1)OC1=CC=CC=2C3NC(N(C(OC21)(C3)C)C=3C=C(C(=O)NC2CC1=CC=CC=C1C2)C=CC3)=O